(tert-butyl 4-(6-methoxy-3-methyl-4-oxo-3,4-dihydro-phthalazin-1-yl) benzyl) carbamate C(N)(OC(C1=CC=C(C=C1)C1=NN(C(C2=CC(=CC=C12)OC)=O)C)C(C)(C)C)=O